ClC=1C(=CC2=C([C@@H](C[C@@H](O2)C(=O)NC23CC(C2)(C3)N3N=C2C(=C3)CN(C2)C(COC(F)(F)F)=O)O)C1)F (2R,4R)-6-chloro-7-fluoro-4-hydroxy-N-(3-{5-[(trifluoromethoxy)acetyl]-5,6-dihydropyrrolo[3,4-c]pyrazol-2(4H)-yl}bicyclo[1.1.1]pentan-1-yl)-3,4-dihydro-2H-1-benzopyran-2-carboxamide